6-(6-((Tert-Butyldimethylsilanyl)ethynyl)-4-methylpyridin-3-yl)furo[2,3-d]pyrimidin-4-amine [Si](C)(C)(C(C)(C)C)C#CC1=CC(=C(C=N1)C1=CC2=C(N=CN=C2N)O1)C